C1OC=2C=C3C=CN(C3=CC2O1)CC(C)O 1-(5,6-methylenedioxy-1H-indol-1-yl)-2-propanol